(R)-(4,5-Dimethyl-thiazol-2-yl)-[6-fluoro-5-(7-morpholin-4-yl-pyrido[4,3-d]-pyrimidin-4-yl)-pyridin-3-yl]-methanol CC=1N=C(SC1C)[C@H](O)C=1C=NC(=C(C1)C=1C2=C(N=CN1)C=C(N=C2)N2CCOCC2)F